C(C)(C)C1SC2=CC3=CC=CC=C3C=C2C=C1 isopropyl-thia-anthracene